C(C)(C)C1=C(NC2=CN=C(C(=C21)C)N2CCC(CC2)NCC(CC)(C)OC)C=2C=C(C=1N(C2)N=CN1)OC 1-(3-isopropyl-2-(8-methoxy-[1,2,4]triazolo[1,5-a]pyridin-6-yl)-4-methyl-1H-pyrrolo[2,3-c]pyridin-5-yl)-N-((3-methyloxybutan-3-yl)methyl)piperidin-4-amine